C(C=C)(=O)N1C[C@H](CC1)C1=CN(C=2C(=NNC(C21)=O)N)C2=CC=C(C=C2)OC2=CC=CC=C2 (R)-3-(1-acryloylpyrrolidin-3-yl)-7-amino-1-(4-phenoxyphenyl)-1,5-dihydro-4H-pyrrolo[2,3-d]pyridazin-4-one